(-)-Methyl-4-oxo-2-phenyl-3-(4-(thiophen-3-yl)buta-2,3-dien-1-yl)thiochromane-3-carboxylate COC(=O)C1(C(SC2=CC=CC=C2C1=O)C1=CC=CC=C1)CC=C=CC1=CSC=C1